(4-((3,4-dichlorophenoxy)methyl)-3,5-dimethylphenyl)methanol ClC=1C=C(OCC2=C(C=C(C=C2C)CO)C)C=CC1Cl